The molecule is an N-acetyl-alpha-D-glucosaminide in which the anomeric hydroxy hydrogen is replaced by a 2-nitrophenyl group. It has a role as a chromogenic compound. It is a C-nitro compound and a N-acetyl-alpha-D-glucosaminide. It derives from a 2-nitrophenol. CC(=O)N[C@@H]1[C@H]([C@@H]([C@H](O[C@@H]1OC2=CC=CC=C2[N+](=O)[O-])CO)O)O